C(C)N1C(NC2=CC(=C(C=C2C1=O)F)CN1CCN(CC1)C=1C(=NC(=CC1)F)C(=O)NC)=O (4-((3-ethyl-6-fluoro-2,4-dioxo-1,2,3,4-tetrahydroquinazolin-7-yl)methyl)piperazin-1-yl)-6-fluoro-N-methylpyridinecarboxamide